7-(perfluorophenyl)dibenzo[c,e]oxepine-5(7H)-thione FC1=C(C(=C(C(=C1F)F)F)F)C1C2=C(C3=C(C(O1)=S)C=CC=C3)C=CC=C2